N,N,2-trimethyl-4-[2-[(2S)-2-methylazetidin-1-yl]-6,7-dihydro-5H-cyclopenta[d]pyrimidin-4-yl]benzamide CN(C(C1=C(C=C(C=C1)C=1C2=C(N=C(N1)N1[C@H](CC1)C)CCC2)C)=O)C